N,N-didecyl-N-ethyl-N-methylammonium C(CCCCCCCCC)[N+](C)(CC)CCCCCCCCCC